ClC1=C(C=CC=C1Cl)C1=C(C=2N=C(N=C(C2C=N1)N1C[C@H]2CC[C@@H](C1)N2C(=O)OC(C)(C)C)OCC21CCCN1CCC2)F tert-butyl (1R,5S)-3-(7-(2,3-dichlorophenyl)-8-fluoro-2-((tetrahydro-1H-pyrrolizin-7a(5H)-yl)methoxy)pyrido[4,3-d]pyrimidin-4-yl)-3,8-diazabicyclo[3.2.1]octane-8-carboxylate